O(C1=CC=CC=C1)C=1C=CC=2C3=C(NC2C1)CCN(CC3)C(=O)OC(C)(C)C tert-butyl 8-phenoxy-1,4,5,6-tetrahydroazepino[4,5-b]indole-3(2H)-carboxylate